4-Phenyl-1-[3-(triethoxysilyl)propyl]-1,2,3-triazole C1(=CC=CC=C1)C=1N=NN(C1)CCC[Si](OCC)(OCC)OCC